CN(C=1N=C(C2=C(N1)CCC2)NC2=NNC1=CC(=CC=C21)[C@@H]2C[C@@]21C(NC2=CC=C(C=C12)OC)=O)C (1r,2s)-2-(3-{[2-(dimethylamino)-6,7-dihydro-5H-cyclopenta[d]pyrimidin-4-yl]amino}-1H-indazol-6-yl)-5'-methoxyspiro[cyclopropan-1,3'-indol]-2'(1'H)-one